methyl (2S)-2-(benzyloxycarbonylamino)-4-oxo-butanoate C(C1=CC=CC=C1)OC(=O)N[C@H](C(=O)OC)CC=O